C1(CC1)OC1=C(C=NC=C1)N 4-(cyclopropoxy)pyridin-3-amine